trans-4-((2-(6,8-dioxa-2-azaspiro[3.5]nonan-7-yl)ethyl)(((1r,4r)-4-methylcyclohexyl)methyl)amino)benzonitrile C1NCC12COC(OC2)CCN(C2=CC=C(C#N)C=C2)C[C@@H]2CC[C@H](CC2)C